(Z)-tert-butyl((4-(2-fluoro-5-nitrophenoxy)but-2-en-1-yl)oxy)diphenylsilane C(C)(C)(C)[Si](C1=CC=CC=C1)(C1=CC=CC=C1)OC\C=C/COC1=C(C=CC(=C1)[N+](=O)[O-])F